N-[3-[2-(difluoromethoxy)-5-methylsulfanyl-phenyl]-1-[2-(4-morpholino-1-piperidyl)-2-oxo-ethyl]pyrazol-4-yl]pyrazolo[1,5-a]pyrimidine-3-carboxamide FC(OC1=C(C=C(C=C1)SC)C1=NN(C=C1NC(=O)C=1C=NN2C1N=CC=C2)CC(=O)N2CCC(CC2)N2CCOCC2)F